ClC1=C(C(=CC(=C1)[N+](=O)[O-])Cl)[N+]#N 2,6-dichloro-4-nitrobenzenediazonium